CC1=CC2(C3=CC=CC=C13)CC(CCC2)=O 3'-methylspiro[cyclohexane-1,1'-inden]-3-one